N-(3-methacryloxyheptadecyl)-2-pyrrolidone C(C(=C)C)(=O)OC(CCN1C(CCC1)=O)CCCCCCCCCCCCCC